NC=1SC2=NC(=CC=C2N1)N1CCCCC1 1-(2-aminothiazolo[5,4-b]pyridin-5-yl)piperidin